C1(=CC=CC=C1)C1=CC(=CC(=C1)B(O)O)C1=CC=CC=C1 [1,1':3',1''-Terphenyl]-5'-ylboronic acid